(R)-N-((R)-1-(6-bromopyridin-2-yl)ethyl)-N-ethyl-2-methylpropane-2-sulfinamide BrC1=CC=CC(=N1)[C@@H](C)N([S@](=O)C(C)(C)C)CC